NCCCNCCNCCC#N 3-[2-(3-Amino-propylamino)-ethyl-amino]-propionitril